2-(2-(4-methoxybutoxy)ethoxy)ethan-1-amine COCCCCOCCOCCN